C(C)N1N=C(C(=C1)F)[S@@](=O)(N)=NC(NC1=C2C(=NC(=C1C1=CC=C(C=C1)F)C(F)(F)F)CCC2)=O (R)-1-ethyl-4-fluoro-N'-((3-(4-fluorophenyl)-2-(trifluoromethyl)-6,7-dihydro-5H-cyclopenta[b]pyridin-4-yl)carbamoyl)-1H-pyrazole-3-sulfonimidamide